(3-methyl-2-butenylidene)bis(tricyclohexylphosphine) ruthenium dichloride [Ru](Cl)Cl.CC(=CC(P(C1CCCCC1)(C1CCCCC1)C1CCCCC1)P(C1CCCCC1)(C1CCCCC1)C1CCCCC1)C